ClC1=CC=C(CN2C(N(C(C=C2C2=CC=C(C=C2)SC2=NC(=CC=C2)F)=O)C[C@@H](C(=O)NS(=O)(=O)C)C)=O)C=C1 (S)-3-(3-(4-chlorobenzyl)-4-(4-(6-fluoropyridin-2-ylthio)phenyl)-2,6-dioxo-3,6-dihydropyrimidin-1(2H)-yl)-2-methyl-N-(methylsulfonyl)propanamide